C(C)OC(CC(C)(OOC(C)(C)C)OOC(C)(C)C)=O ethyl-3,3-di-(t-butylperoxy)-butyrate